rac-rel-(3R,5R)-1-(tert-butoxycarbonyl)-5-((2,3,3-trimethylbutan-2-yl)oxy)piperidine-3-carboxylic acid C(C)(C)(C)OC(=O)N1C[C@@H](C[C@H](C1)OC(C)(C(C)(C)C)C)C(=O)O |r|